(R)-11-(3-chloro-4-fluorophenyl)-3-(methoxymethoxy)-10-(trifluoromethyl)-3,4-dihydro-2H,6H-[1,4]thiazepino[2,3,4-ij]quinazoline-6,8(7H)-dione ClC=1C=C(C=CC1F)C1=C(C=C2C(NC(N3C2=C1SC[C@@H](C3)OCOC)=O)=O)C(F)(F)F